NC=1C=CC(=C2CNC(C12)=O)C1=CC=NC=C1 7-amino-4-(pyridin-4-yl)isoindolin-1-one